(R)-2-(((cyclobutylsulfinyl)methyl)thio)-6-(2-methyl-2H-pyrazolo[3,4-b]pyridin-5-yl)-4-(2-oxaspiro[3.3]heptane-6-yl)nicotinonitrile C1(CCC1)[S@@](=O)CSC1=C(C#N)C(=CC(=N1)C1=CC=2C(N=C1)=NN(C2)C)C2CC1(COC1)C2